FC1=C(N=C(C(=N1)C(=O)N)O)O 6-fluoro-3,5-dihydroxypyrazine-2-formamide